5-Amino-6-(tert-butyl)thieno[2,3-d]pyrimidin-4-ol NC1=C(SC=2N=CN=C(C21)O)C(C)(C)C